acetyl-L-cysteine methyl ester COC([C@@H](NC(C)=O)CS)=O